5-(2-Fluoro-6-hydroxy-4-(1H-indazol-3-yl)phenyl)-1,2,5-thiadiazolidin-3-one 1,1-dioxide FC1=C(C(=CC(=C1)C1=NNC2=CC=CC=C12)O)N1CC(NS1(=O)=O)=O